OC1=C(C(=C(C(=C1C1=CC(=CC=C1)C(=O)O)O)C(=O)O)O)O tetrahydroxybiphenyl-3,3'-dicarboxylic acid